FC=1C(=NC=C(C1)C(F)(F)F)N1CC2(C1)CNC2 2-[3-fluoro-5-(trifluoromethyl)-2-pyridyl]-2,6-diazaspiro[3.3]heptane